ClC1=C(C=C2[C@H]([C@@H](CN3C2=C1C=C3)N(C)C)C)F (5S,6R)-9-chloro-8-fluoro-N,N,6-trimethyl-5,6-dihydro-4H-pyrrolo[3,2,1-ij]quinolin-5-amine